(S)-1-(hydroxymethyl)-3-methyl-3-(5-(2-((4-(trifluoromethyl)phenyl)amino)phenyl)-1,3,4-oxadiazol-2-yl)pyrrolidin-2-one OCN1C([C@@](CC1)(C=1OC(=NN1)C1=C(C=CC=C1)NC1=CC=C(C=C1)C(F)(F)F)C)=O